COC=1C=C2OC=3C=CC(=CC3C(C2=C(C1)O)=O)C1=C(C=O)C=CC=C1 2-(6-methoxy-8-hydroxy-9-oxo-9H-xanthen-2-yl)benzaldehyde